(E)-2-tetradecene C\C=C\CCCCCCCCCCC